4-[(3-chloro-2,4-difluorophenyl)amino]-quinazolin-6-yl-4-acryloyl-(R)-2-methylpiperazine-1-carboxamide ClC=1C(=C(C=CC1F)NC1=NC=NC2=CC=C(C=C12)[C@]1(N(CCN(C1)C(C=C)=O)C(=O)N)C)F